N1(CC[C@H]2[C@@H]1CNC2)C(=O)OC(C)(C)C tert-butyl (3aR,6aR)-3,3a,4,5,6,6a-hexahydro-2H-pyrrolo[2,3-c]pyrrole-1-carboxylate